N1N=NC(=C1)COCC1CC(NCC1)C 4-(((1H-1,2,3-triazol-4-yl)methoxy)methyl)-2-methylpiperidine